(4-Methylthiazol-2-yl)acetamide trioctyl-trans-aconitate C(CCCCCCC)C(C(=C(C(=O)O)CCCCCCCC)C(=O)O)(C(=O)O)CCCCCCCC.CC=1N=C(SC1)CC(=O)N